ClC1=CC=C(C=C1)C1(C=C1)C(=O)O 1-(4-chlorophenyl)cycloprop-2-ene-1-carboxylic acid